1-Benzyl-3-(3-(4-nitrophenyl)allylidene)indol-2-one C(C1=CC=CC=C1)N1C(C(C2=CC=CC=C12)=CC=CC1=CC=C(C=C1)[N+](=O)[O-])=O